O[C@@]1([C@H](CCC1)N1C(C(=CC2=C1N=C(N=C2)NC2(CCN(CC2)S(=O)(=O)C([2H])([2H])[2H])[2H])C([2H])([2H])[2H])=O)C([2H])([2H])[2H] (+)-8-((1S,2S)-2-hydroxy-2-(methyl-d3)cyclopentyl)-6-(methyl-d3)-2-((1-((methyl-d3)sulfonyl)piperidin-4-yl-4-d)-amino)pyrido[2,3-d]pyrimidin-7(8H)-one